C(C)(C)(C)OC(=O)N([C@H](C(=O)N[C@H]1CN(CC[C@@H]2N(C1=O)[C@@H](CC2)C(N[C@@H]2CCOC1=CC=CC=C21)=O)C(=O)OCC2=CC=CC=C2)C)C benzyl (5S,8S,10aR)-5-((S)-2-((tert-butoxycarbonyl)(methyl)amino)propanamido)-8-(((R)-chroman-4-yl)carbamoyl)-6-oxooctahydropyrrolo[1,2-a][1,5]diazocine-3(4H)-carboxylate